(3S-4R)-4-aminotetrahydrofuran-3-carboxylic acid N[C@@H]1[C@@H](COC1)C(=O)O